ClC1=C(C(=O)NC2=C3C=NN(C3=CC=C2)C2=CC=C(C=C2)Cl)C=C(C=C1)CNC(CC(C)(C)C)=O 2-Chloro-N-[1-(4-chlorophenyl)-1H-indazol-4-yl]-5-{[(3,3-dimethylbutyryl)amino]methyl}benzamide